ClC1=C(C=C(OCC(=O)N[C@H]2CC[C@@H](NC2)C(=O)NC2=CC(=CC=C2)F)C=C1)F (2R,5S)-5-[2-(4-chloro-3-fluoro-phenoxy)acetamido]-N-(3-fluoro-phenyl)piperidine-2-carboxamide